N1=CN=C(C2=C1NC=C2)N2CC1(CC1)[C@H](CC2)C(=O)OCC2CC(C2)(F)F (3,3-difluorocyclobutyl)methyl (8S)-5-(7H-pyrrolo[2,3-d]pyrimidin-4-yl)-5-azaspiro[2.5]octane-8-carboxylate